C(C)(C)(C)OC(=O)N1C[C@@H](CC1)NC=1N=C(N=NC1[C@@H](C)C1=CC=C(C=C1)F)C (R)-3-((6-((S)-1-(4-fluorophenyl)ethyl)-3-methyl-1,2,4-triazin-5-yl)amino)pyrrolidine-1-carboxylic acid tert-butyl ester